4-(4-chlorophenyl)-5-(2,6-difluorophenyl)-3,6-dimethyl-pyridazine ClC1=CC=C(C=C1)C1=C(N=NC(=C1C1=C(C=CC=C1F)F)C)C